FC=1C(=NC=NC1)C1=CC(=CC=C1)C1COC1 5-fluoro-4-(3-(oxetan-3-yl)phenyl)pyrimidin